C(C(CCl)O)Cl 1,3-dichloroisopropyl alcohol